1-(1-(1-([[1,1'-biphenyl]-4-yl]sulfonyl)pyrrolidin-3-yl)-6-(phenylsulfonyl)-1,6-dihydroimidazo[4,5-d]pyrrolo[2,3-b]pyridin-2-yl)ethanol C1(=CC=C(C=C1)S(=O)(=O)N1CC(CC1)N1C(=NC=2C1=C1C(=NC2)N(C=C1)S(=O)(=O)C1=CC=CC=C1)C(C)O)C1=CC=CC=C1